2-(2,6-dichloro-4-trifluoromethylphenylamino)-N-[2-(2-hydroxyethoxy)ethyl]-benzenesulfonamide ClC1=C(C(=CC(=C1)C(F)(F)F)Cl)NC1=C(C=CC=C1)S(=O)(=O)NCCOCCO